CN1C(CCC2=CC(=CC=C12)C=1C=C(C=NC1)CNS(=O)(=O)C=1C(=NOC1C)C)=O 3,5-Dimethyl-isoxazole-4-sulfonic acid [5-(1-methyl-2-oxo-1,2,3,4-tetrahydro-quinolin-6-yl)-pyridin-3-ylmethyl]-amide